[Na+].[Na+].[Na+].[Na+].C(=O)([O-])CN([C@@H](CCC(=O)[O-])C(=O)[O-])CC(=O)[O-] N,N-dicarboxymethyl-L-glutamic acid tetrasodium salt